4-(2-(pyridin-4-yl)-5-(4,5,6,7-tetrahydro-1H-indazol-1-yl)pyrazolo[1,5-a]pyrimidin-7-yl)morpholine N1=CC=C(C=C1)C1=NN2C(N=C(C=C2N2CCOCC2)N2N=CC=3CCCCC23)=C1